(R)-N-((R)-3,3-dimethyl-1-oxa-8-azaspiro[4.5]decane-4-yl)-2-methylpropan-2-sulfinamide CC1(COC2([C@@H]1N[S@](=O)C(C)(C)C)CCNCC2)C